ethyl 2-{2-chloro-7H-pyrrolo[2,3-c]pyridazin-7-yl}-5-[3-(2-fluorophenoxy)propyl]-1,3-thiazole-4-carboxylate ClN1NC2=C(C=C1)C=CN2C=2SC(=C(N2)C(=O)OCC)CCCOC2=C(C=CC=C2)F